5,6-bis(3-chloro-4-hydroxyphenyl)-N-cyclohexyl-N-(4-methoxyphenyl)-7-oxabicyclo[2.2.1]hept-5-ene-2-sulfonamide ClC=1C=C(C=CC1O)C=1C2CC(C(C1C1=CC(=C(C=C1)O)Cl)O2)S(=O)(=O)N(C2=CC=C(C=C2)OC)C2CCCCC2